COC=1C=C(C=NC1)N1C=CC2=CC=CC=C12 (5-methoxypyridin-3-yl)-1H-indol